(S)-2,2,2-trifluoro-1-((R or S)-3-(2-(5-fluoro-thiophen-2-yl)ethyl)-1-(2-(6-methylpyridin-3-yl)propan-2-yl)pyrrolidin-3-yl)ethyl isopropylcarbamate C(C)(C)NC(O[C@H](C(F)(F)F)[C@]1(CN(CC1)C(C)(C)C=1C=NC(=CC1)C)CCC=1SC(=CC1)F)=O |o1:11|